tert-butyl 4-((1-(4-aminophenyl)azetidin-3-yl)methyl)piperazine-1-carboxylate NC1=CC=C(C=C1)N1CC(C1)CN1CCN(CC1)C(=O)OC(C)(C)C